CC1=C(C(=CC(=C1)C)C)N1C(N(CC1)C1=C(C=C(C=C1C)C)C)=[Ru-5](C1=NC=CC=C1)(=C1C=C(C2=CC=CC=C12)C1=CC=CC=C1)(Cl)Cl [1,3-bis(2,4,6-trimethylphenyl)-2-imidazolidinylidene]dichloro(3-phenyl-1H-inden-1-ylidene)(pyridyl)ruthenium(II)